The molecule is a tetrahydroxyflavone isolated from the plant species of the genus Morus. It has a role as a plant metabolite. It is a tetrahydroxyflavone and a member of resorcinols. CC1=C[C@@H]([C@H]([C@@H](C1)C2=C(C=C(C=C2)O)O)C(=O)C3=C(C(=C(C=C3)O)CC=C(C)C)O)C4=C(C=C(C5=C4OC(=C(C5=O)CC=C(C)C)C6=C(C=C(C=C6)O)O)O)O